C(C1=CC=CC=C1)NC1=C(C=CC=C1)C(=C)C1=CC=CC=C1 N-benzyl-2-(1-phenylvinyl)aniline